tert-butyl (4-fluoro-4-(hydroxymethyl)piperidin-1-yl)carbamate FC1(CCN(CC1)NC(OC(C)(C)C)=O)CO